C(#N)C=1C=C(C=CC1)N1N=C(N=C1)N1C([C@@H]2N(CCNC2)CC1)=O (R)-8-(1-(3-Cyanophenyl)-1H-1,2,4-triazol-3-yl)-9-oxooctahydro-2H-pyrazino[1,2-a]pyrazin